2-(6-(6-oxa-3-azabicyclo[3.1.1]heptan-3-yl)-2-methylpyridin-3-yl)spiro[3.3]heptane-2,6-diamine C12CN(CC(O1)C2)C2=CC=C(C(=N2)C)C2(CC1(C2)CC(C1)N)N